2-(3-Pyridyl)-6-methyl-[1,3,6,2]dioxazaborocane N1=CC(=CC=C1)B1OCCN(CCO1)C